1-trifluoromethyl-4-(nitromethyl)benzene FC(C1=CC=C(C=C1)C[N+](=O)[O-])(F)F